C1C(CC2=CC=CC=C12)C(=O)NCC1=NOCC1 3-((2,3-dihydro-1H-indene-2-carboxamido)methyl)-4,5-dihydroisoxazole